2-[[6-(4-Fluoro-3-methyl-phenyl)pyrazolo[4,3-b]pyridin-1-yl]methyl]-5-methyl-1,3,4-thiadiazole FC1=C(C=C(C=C1)C=1C=C2C(=NC1)C=NN2CC=2SC(=NN2)C)C